BrC=1C=C(C=C(C1)Br)C1CCOCC1 4-(3,5-dibromophenyl)-tetrahydro-2H-pyran